2-Methyl-propane-2-sulfinic acid {2-[6-amino-8-(6-iodo-indan-5-ylsulfanyl)-purin-9-yl]-ethyl}-amide NC1=C2N=C(N(C2=NC=N1)CCNS(=O)C(C)(C)C)SC=1C=C2CCCC2=CC1I